COC(=O)C1=CN(C(C=C1NC1CCN(CC1)C)=O)C1(CCC1)C(F)F 1-(1-(difluoromethyl)cyclobutyl)-4-((1-methylpiperidin-4-yl)amino)-6-oxo-1,6-dihydropyridine-3-carboxylic acid methyl ester